(2R)-2-ethyl-N-methyl-2,3,4,5-tetrahydropyrido[2,3-f][1,4]oxazepin-7-amine C(C)[C@H]1OC2=C(CNC1)N=C(C=C2)NC